N-(2-iodo-4-(perfluoropropan-2-yl)-6-(trifluoromethoxy)phenyl)-2-fluoro-3-(hydroxyamino)benzamide IC1=C(C(=CC(=C1)C(C(F)(F)F)(C(F)(F)F)F)OC(F)(F)F)NC(C1=C(C(=CC=C1)NO)F)=O